C(=O)(O)C1=C2C(OC3(C2=CC=C1)C=1C=C(C(=CC1OC=1C2=C(C=CC13)C=C(C=C2)O)O)Cl)=O carboxy-9-chloro-3,10-dihydroxy-spiro[7H-benzo[c]xanthene-7,1'(3'H)-isobenzofuran]-3'-one